cis-3-Hexenyl pentanoate C(CCCC)(=O)OCC\C=C/CC